C(C)(=O)NC1=C(C=CC(=C1)C(=O)OC)[C@H]1CC2(CC(C2)(F)F)CCN1CC1=C2C=CN(C2=C(C=C1OC)C)C(=O)OC(C)(C)C tert-butyl 4-{[(6R)-6-[2-acetamido-4-(methoxycarbonyl)phenyl]-2,2-difluoro-7-azaspiro[3.5]nonan-7-yl]methyl}-5-methoxy-7-methylindole-1-carboxylate